tert-butyl (2-(methyl(4-(trifluoromethoxy)phenyl)amino)-2-oxoethyl)carbamate CN(C(CNC(OC(C)(C)C)=O)=O)C1=CC=C(C=C1)OC(F)(F)F